trimethyl-2,3-dioleoyloxypropyl-ammonium chloride [Cl-].C[N+](CC(COC(CCCCCCC\C=C/CCCCCCCC)=O)OC(CCCCCCC\C=C/CCCCCCCC)=O)(C)C